(S)-(2-Fluorophenyl)(4-(2-(pyridin-3-yl)ethyl)-7-azabicyclo[2.2.1]heptan-1-yl)methanol dihydrochloride Cl.Cl.FC1=C(C=CC=C1)[C@H](O)C12CCC(CC1)(N2)CCC=2C=NC=CC2